ClC1=NC(=C2N=CN(C2=N1)[C@H]1[C@@H]([C@@]([C@H](O1)COC(C(=O)O)(C(=O)O)CC1=CC=C(C=C1)N1C(N(CCC1)C)=O)(O)C#C)O)NC 2-(((2R,3S,4R,5R)-5-(2-chloro-6-(methylamino)-9H-purin-9-yl)-3-ethynyl-3,4-dihydroxytetrahydrofuran-2-yl)methoxy)-2-(4-(3-methyl-2-oxotetra-hydropyrimidin-1(2H)-yl)benzyl)malonic acid